2-(4-(7-(1-methyl-1H-pyrazol-4-yl)imidazo[1,2-c]pyrimidin-3-yl)phenyl)-N-(5-(1,1,1-trifluoro-2-methylpropan-2-yl)isoxazol-3-yl)acetamide CN1N=CC(=C1)C1=CC=2N(C=N1)C(=CN2)C2=CC=C(C=C2)CC(=O)NC2=NOC(=C2)C(C(F)(F)F)(C)C